N,N'-dimethyl-N,N'-dioctylhexylmalonamide CN(C(C(C(=O)N(CCCCCCCC)C)CCCCCC)=O)CCCCCCCC